2-(3-Chlorophenyl)-2-(1-(4-hydroxypiperidin-1-carbonyl)piperidin-4-yliden)acetonitril ClC=1C=C(C=CC1)C(C#N)=C1CCN(CC1)C(=O)N1CCC(CC1)O